C1(CCC1)[C@H]1[C@H](C2=CC=C(C=C2CC1)O)C1=CC=C(C=C1)N1CCCCC1 1-(4-((1S,2S)-2-Cyclobutyl-6-hydroxy-1,2,3,4-tetrahydronaphthalen-1-yl)phenyl)piperidine